[N].CC(CC(C1=CC=C(C=C1)C(F)(F)F)NC(C1=CC=CC=C1)=O)(CCC1=CC=CC=C1)C N-(3,3-dimethyl-5-phenyl-1-(4-(trifluoromethyl)phenyl)pentanyl)benzamide nitrogen